C1(=CC=CC=C1)C1=NN2C(C=CC=C2)=C1C(=O)OCC ethyl 2-phenylpyrazolo[1,5-a]pyridine-3-carboxylate